4-(aminomethyl)-4-hydroxy-1-methylpyrrolidin-2-one NCC1(CC(N(C1)C)=O)O